C(N)(OS(=O)(=O)C1=CC=C(C)C=C1)=O tosyl carbamate